C(C)OC(=O)C1CC(N(CC1)S(=O)(=O)C)=O 1-(methylsulfonyl)-2-oxopiperidine-4-carboxylic acid ethyl ester